tert-butyl (2S,3S)-2-[(5-chloro-2,4-difluoro-phenyl)carbamoyl]-3-hydroxy-pyrrolidine-1-carboxylate ClC=1C(=CC(=C(C1)NC(=O)[C@H]1N(CC[C@@H]1O)C(=O)OC(C)(C)C)F)F